6-(4-bromobenzyl)-5-oxo-1,4,5,6-tetrahydropyrido[3,4-C][1,8]naphthyridine-3(2H)-carboxylic acid tert-butyl ester C(C)(C)(C)OC(=O)N1CC=2C(N(C=3N=CC=CC3C2CC1)CC1=CC=C(C=C1)Br)=O